2-(3-(5-isopropoxy-pyridin-2-yl)-1,2,4-thiadiazol-5-ylamino)-N,N-dimethyl-5-(trifluoromethyl)pyridine-3-sulfonamide C(C)(C)OC=1C=CC(=NC1)C1=NSC(=N1)NC1=NC=C(C=C1S(=O)(=O)N(C)C)C(F)(F)F